CC1CCC2=CCC(CC2C1)C 3,6-dimethyloctahydronaphthalene